3-(2,2-difluoroethoxy)-4-(5-(3,5-dimethylisoxazol-4-yl)-1-(1-ethyl-3-methyl-1H-pyrazol-4-yl)-1H-pyrrolo[2,3-b]pyridin-3-yl)benzoic acid FC(COC=1C=C(C(=O)O)C=CC1C1=CN(C2=NC=C(C=C21)C=2C(=NOC2C)C)C=2C(=NN(C2)CC)C)F